ClC=1C=C2C=CC(=CC2=CC1)CNC=1N=NNC1C(=O)O 4-(((6-chloronaphthalen-2-yl)methyl)amino)-1H-1,2,3-triazole-5-carboxylic acid